CC=1CC(NN1)=S 5-methyl-2,4-dihydropyrazole-3-thione